OCCNC(=O)C1C(C1C)C(=O)N N2-(2-hydroxyethyl)-3-methylcyclopropane-1,2-dicarboxamide